2-(5-fluoro-2-pyridyl)-1-piperazin-1-yl-ethanone hydrochloride salt Cl.FC=1C=CC(=NC1)CC(=O)N1CCNCC1